(5R)-1-[3-({1-[2-(dimethylamino)acetyl]-1H,2H,3H-pyrido[2,3-b][1,4]oxazin-7-yl}amino)-5,5-dimethyl-5H-chromeno[3,4-d]pyrimidin-8-yl]-5-methylpyrrolidin-2-one CN(CC(=O)N1C2=C(OCC1)N=CC(=C2)NC2=NC=C1C(=N2)C(OC=2C=C(C=CC21)N2C(CC[C@H]2C)=O)(C)C)C